C(C)(=O)N1C2(CC(C1)C2)CNC2=C1C=CN=C(C1=CC=C2)N 2-acetyl-1-(((1-aminoisoquinolin-5-yl)amino)methyl)-2-azabicyclo[2.1.1]hexan